C1N(CC12CCOCC2)C2CCC(CC2)NC2=C1C=C(N(C1=CC=C2)CC(F)(F)F)C#CCNC2=C(C=C(C=C2)S(=O)(=O)NC(C)=O)OC N-((4-((3-(4-(((1R,4R)-4-(7-oxa-2-azaspiro[3.5]nonan-2-yl)cyclohexyl)amino)-1-(2,2,2-trifluoroethyl)-1H-indol-2-yl)prop-2-yn-1-yl)amino)-3-methoxyphenyl)sulfonyl)acetamide